(2-fluorophenyl)-((5-(3-methyl-4-(trifluoromethoxy)phenyl)thiophen-2-yl)methyl)isoxazole-5-carboxamide FC1=C(C=CC=C1)C=1C(=NOC1C(=O)N)CC=1SC(=CC1)C1=CC(=C(C=C1)OC(F)(F)F)C